(R)-1-(2-chloropyridin-3-yl)ethyl (4-(6-fluoro-5-(6-(trifluoromethyl)nicotinamido) pyridin-2-yl)-1-methyl-1H-1,2,3-triazol-5-yl)carbamate FC1=C(C=CC(=N1)C=1N=NN(C1NC(O[C@H](C)C=1C(=NC=CC1)Cl)=O)C)NC(C1=CN=C(C=C1)C(F)(F)F)=O